C(C)NC1=CC(=CC(=N1)N1C(C2=CC(=CC(=C2C1)SC)CN1C[C@H](CCC1)C)=O)C1(CC(C1)C)C1=NN=CN1C 2-[6-(ethylamino)-4-[(1r,3s)-3-methyl-1-(4-methyl-1,2,4-triazol-3-yl)cyclobutyl]pyridin-2-yl]-6-{[(3S)-3-methylpiperidin-1-yl]methyl}-4-(methylsulfanyl)-3H-isoindol-1-one